O=C1NC(CCC1C1C(C(CC=C1)C)=O)=O (2,6-dioxopiperidin-3-yl)-3-methyl-2-oxo-2,3-dihydro-1H-benzol